C1(=CC=CC=C1)CCC(=O)SCCNC(CCNC([C@@H](C(COP(OP(OC[C@@H]1[C@H]([C@H]([C@@H](O1)N1C=NC=2C(N)=NC=NC12)O)OP(=O)(O)O)(=O)O)(=O)O)(C)C)O)=O)=O phenylpropionyl-coa